C(C)(=O)NC1=CC=C(C=C1)C1=C2CN(C(C2=CC=C1)=O)[C@H](C(=O)N[C@@H](CO[Si](C1=CC=CC=C1)(C1=CC=CC=C1)C(C)(C)C)C(=O)OC(C(C)C)C(C)C)CO 2,4-dimethylpentan-3-yl N-((S)-2-(4-(4-acetamidophenyl)-1-oxoisoindolin-2-yl)-3-hydroxypropanoyl)-O-(tert-butyldiphenylsilyl)-L-serinate